C(C1=CC=CC=C1)N(CC(C)O)CC(O)C=1C=NN(C1)C1CC1 1-(benzyl-(2-(1-cyclopropyl-1H-pyrazol-4-yl)-2-hydroxyethyl)amino)propan-2-ol